C(CCC(=O)O)(=O)O.C(CCC(=O)O)(=O)O.C(C1=CC=CC=C1)N1C[C@@H]([C@]12CNCC2)C (3S,4R)-1-benzyl-3-methyl-1,6-diazaspiro[3.4]octane disuccinate